4-((7-(2,2-difluoroethyl)-8-oxo-9-(tetrahydro-2H-pyran-4-yl)-8,9-dihydro-7H-purin-2-yl)amino)-2-fluoro-5-methylbenzamide FC(CN1C(N(C2=NC(=NC=C12)NC1=CC(=C(C(=O)N)C=C1C)F)C1CCOCC1)=O)F